ClC1=NC=C(C(=O)NNC(=O)[C@@H]2CC[C@H](CC2)NC(OC(C)(C)C)=O)C(=C1)NC(C)C Tert-butyl ((trans)-4-(2-(6-chloro-4-(isopropylamino)nicotinoyl)hydrazine-1-carbonyl)cyclohexyl)carbamate